[Si]([O-])([O-])([O-])[O-].[La+3].[Li+] lithium lanthanum silicate